C1(CC1)C(=O)C1[C@H]2CN(C[C@@H]12)C(=O)C1=NNC(=C1)C(C)C ((1R,5S,6r)-6-(cyclopropanecarbonyl)-3-azabicyclo[3.1.0]hexan-3-yl)(5-isopropyl-pyrazol-3-yl)methanone